S(=O)(=O)(O)O.CNCCNCCN methyl-diethylenetriamine sulfate salt